ethylene bisbehenate C(CCCCCCCCCCCCCCCCCCCCC)(=O)OCCOC(CCCCCCCCCCCCCCCCCCCCC)=O